C(C1=CC=CC=C1)N1C(CC(C(C1)=O)C(=O)OCC)C ethyl 1-benzyl-2-methyl-5-oxopiperidine-4-carboxylate